copper (I) tricyanate [Cu-2](OC#N)(OC#N)OC#N